OC1=C(C(N(C(=C1)C)C)=O)NC(N[C@@H](CC(=O)OCC)C1=CC=C(C=C1)OC1=CC(=CC=C1)OC)=O ethyl (S)-3-(3-(4-hydroxy-1,6-dimethyl-2-oxo-1,2-dihydropyridin-3-yl)ureido)-3-(4-(3-methoxy phenoxy) phenyl)propanoate